L-3-methyl-2-benzothiazolone hydrazone CN1C(SC2=C1C=CC=C2)=NN